N-(2,2-difluoroethyl)-6,7-difluoro-N-(3-fluoro-5-(3-methyl-3-(pyridin-3-yl)but-1-yn-1-yl)phenyl)-1-methyl-[1,2,4]triazolo[4,3-a]quinazolin-5-amine FC(CN(C1=NC=2N(C3=CC=C(C(=C13)F)F)C(=NN2)C)C2=CC(=CC(=C2)C#CC(C)(C=2C=NC=CC2)C)F)F